(4-((6-chloro-3-nitropyridin-2-yl)amino)phenyl)methanol ClC1=CC=C(C(=N1)NC1=CC=C(C=C1)CO)[N+](=O)[O-]